4-{2-[(S)-benzyloxycarbonylamino(4,4-difluorocyclohexyl)methyl]Imidazo[1,2-b]Pyridazin-7-yl}Tetrahydropyrane-4-carboxylic acid lithium [Li].C(C1=CC=CC=C1)OC(=O)N[C@H](C=1N=C2N(N=CC(=C2)C2(CCOCC2)C(=O)O)C1)C1CCC(CC1)(F)F